trans-N-(8-amino-6-(6-methylimidazo[1,2-a]pyridin-7-yl)isoquinolin-3-yl)-2-cyanocyclopropane-1-carboxamide NC=1C=C(C=C2C=C(N=CC12)NC(=O)[C@H]1[C@@H](C1)C#N)C1=CC=2N(C=C1C)C=CN2